(R)-1-(3-chloro-4-fluorophenyl)-3-(1-(6,7-difluoro-1-oxo-1,2-dihydroisoquinolin-4-yl)ethyl)urea ClC=1C=C(C=CC1F)NC(=O)N[C@H](C)C1=CNC(C2=CC(=C(C=C12)F)F)=O